C(C)(C)(C)C1=CC(=NC=C1)OC1=C(C=CC=C1)C(C(=O)[O-])=COC 2-[2-(4-tert-butyl-pyridin-2-yloxy) phenyl]-3-methoxyacrylate